N-(2-chloro-3-(3'-chloro-6-methoxy-5-(((((R)-5-oxopyrrolidin-2-yl)methyl)amino)methyl)-[2,4'-bipyridin]-2'-yl)phenyl)-5-((((R)-2-hydroxypropyl)amino)methyl)-4-methoxypicolinamide ClC1=C(C=CC=C1C1=NC=CC(=C1Cl)C1=NC(=C(C=C1)CNC[C@@H]1NC(CC1)=O)OC)NC(C1=NC=C(C(=C1)OC)CNC[C@@H](C)O)=O